COC1=C(C=CC=C1)NC1=NC=C(C(=N1)NC1=CC=C(C=C1)OC)C(=O)Cl 2-((2-methoxyphenyl)amino)-4-((4-methoxyphenyl)amino)pyrimidine-5-carbonyl chloride